1,2,3,4-tetrahydronaphthalen-2-amine HCl Cl.C1C(CCC2=CC=CC=C12)N